N(=C=O)C1=CNC2=CN=C(C=C21)C2=CC=CC=C2 3-isocyanato-5-phenyl-1H-pyrrolo[2,3-c]pyridine